methyl (E)-3-(3-(N-((5-(4-(dimethylamino)phenyl)pyridin-2-yl)methyl)cyclohexanecarboxamido)phenyl)acrylate CN(C1=CC=C(C=C1)C=1C=CC(=NC1)CN(C(=O)C1CCCCC1)C=1C=C(C=CC1)/C=C/C(=O)OC)C